2,5-difluorobromobenzene FC1=C(C=C(C=C1)F)Br